C(#N)C1CC(C1)NS(=O)(=O)C1=C(C=CC(=C1)OC1=C(C=C(C=C1Cl)N1N=C(C(NC1=O)=O)C(F)F)Cl)O N-((1s,3s)-3-cyanocyclobutyl)-5-(2,6-dichloro-4-(6-(difluoromethyl)-3,5-dioxo-4,5-dihydro-1,2,4-triazin-2(3H)-yl)phenoxy)-2-hydroxybenzenesulfonamide